(S)-2-methyl-N-(4-methyl-3-(((R)-1-(naphthalen-1-yl)ethyl)carbamoyl)phenyl)piperidine-2-carboxamide 2,2,2-trifluoroacetate FC(C(=O)O)(F)F.C[C@@]1(NCCCC1)C(=O)NC1=CC(=C(C=C1)C)C(N[C@H](C)C1=CC=CC2=CC=CC=C12)=O